[5,6,7,8-tetrahydro-5,5,8,8-tetramethyl-2-naphthalenyl]carboxamide CC1(C=2C=CC(=CC2C(CC1)(C)C)C(=O)N)C